C1N(CC2=CC=CC=C12)C1=NC2=C(C=C(C=C2C(N1C1(CC1)C)=O)C)[C@@H](C)N[S@](=O)C(C)(C)C (R)-N-((R)-1-(2-(isoindolin-2-yl)-6-methyl-3-(1-methylcyclopropyl)-4-oxo-3,4-dihydroquinazolin-8-yl)ethyl)-2-methylpropane-2-sulfinamide